O=C1NC(CCC1N1C(C2=CC=C(C=C2C1=O)NCCCCCCCCC(=O)O)=O)=O 9-((2-(2,6-dioxopiperidin-3-yl)-1,3-dioxoisoindolin-5-yl)amino)nonanoic acid